C(C)(C)(C)C=1SC2=C(N1)C(CC1(CCN(CC1)C(=O)C=1C=C(C(=C3C=NNC13)OC)C)C2)=O 2-(tert-butyl)-1'-(4-methoxy-5-methyl-1H-indazole-7-carbonyl)-5H-spiro[benzo[d]thiazol-6,4'-piperidin]-4(7H)-one